C(#N)[C@H]1N(CSC1)C(CNC(=O)C1=CC=NC2=CC=C(C=C12)N1C[C@H](O[C@H](C1)C)C)=O N-(2-((R)-4-Cyanothiazolidin-3-yl)-2-oxoethyl)-6-((2R,6S)-2,6-dimethylmorpholino)-quinoline-4-carboxamide